CC1=CC(=NC(=N1)N1CCN(CC1)S(=O)(=O)C1=CC=C2C(=N1)CCN2C(C2=C(C=CC=C2)N(S(=O)(=O)C)C)=O)OCC#CCNC(OC(C)(C)C)=O tert-butyl (4-((6-methyl-2-(4-((1-(2-(N-methylmethylsulfonamido)benzoyl)-2,3-dihydro-1H-pyrrolo[3,2-b]pyridin-5-yl)sulfonyl)piperazin-1-yl)pyrimidin-4-yl)oxy)but-2-yn-1-yl)carbamate